dodecyl phenyl ether phosphate P(=O)(O)(O)O.C1(=CC=CC=C1)OCCCCCCCCCCCC